N[C@H](C(=O)O)CCCC(=O)O (S)-2-aminoadipic acid